ClC1=CC=C(C=C1)C=CC(=O)C1=CC=C(OC(C(=O)O)(C)C)C=C1 2-[4-[3-(4-Chlorophenyl)prop-2-enoyl]phenoxy]-2-methylpropanoic acid